1-(3-((2-Methylquinazolin-4-yl)oxy)propyl)-4-(4-chlorophenyl)piperidin-4-ol hydrochloride Cl.CC1=NC2=CC=CC=C2C(=N1)OCCCN1CCC(CC1)(O)C1=CC=C(C=C1)Cl